ClCCC(=C(C1=CC=C(C=C1)O)C1=CC=C(OCCNC(CCCCCCSC2=C3CN(C(C3=CC=C2)=O)C2C(NC(CC2)=O)=O)=O)C=C1)C1=CC=CC=C1 N-(2-(4-(4-chloro-1-(4-hydroxyphenyl)-2-phenylbut-1-en-1-yl)phenoxy)ethyl)-7-((2-(2,6-dioxopiperidin-3-yl)-1-oxoisoindolin-4-yl)thio)heptanamide